(S)-4-(2,2-difluoro-7-((5-methoxy-7-methyl-1H-indol-4-yl)methyl)-7-azaspiro[3.5]nonan-6-yl)-N-(3-(trifluoromethyl)bicyclo[1.1.1]pentan-1-yl)benzamide FC1(CC2(C1)C[C@H](N(CC2)CC2=C1C=CNC1=C(C=C2OC)C)C2=CC=C(C(=O)NC13CC(C1)(C3)C(F)(F)F)C=C2)F